(3S,6R)-6-methyl-1-(2-phenylacetyl)piperidine-3-carboxylic acid C[C@@H]1CC[C@@H](CN1C(CC1=CC=CC=C1)=O)C(=O)O